CC/C=C\\C[C@@H]1[C@H](CCC1=O)CC(=O)O The molecule is an oxo monocarboxylic acid that is (3-oxocyclopentyl)acetic acid substituted by a (2Z)-pent-2-en-1-yl group at position 2 of the cyclopentane ring. It has a role as a plant metabolite and a member of jasmonates. It is a conjugate acid of a jasmonate(1-). It is an enantiomer of a (+)-jasmonic acid.